N1(CCN(CC1)C(=O)[O-])C(=O)OCC ethyl piperazine-1,4-dicarboxylate